BrN1B=C(C=C1)Br 1,3-dibromo-[1,2]azaborol